[N-[4-amino-5-(4-chlorobenzoyl)thiazol-2-yl]-3-chloro-4-(trifluoromethoxy)anilino]propanamide NC=1N=C(SC1C(C1=CC=C(C=C1)Cl)=O)N(C1=CC(=C(C=C1)OC(F)(F)F)Cl)C(C(=O)N)C